NC1=NC(=C(C=2N1N=C(N2)COC2=NC=CC=C2)C2=NC=NC=C2)C=2C=C(C#N)C=CC2 3-(5-amino-2-((pyridin-2-yloxy)methyl)-8-(pyrimidin-4-yl)-[1,2,4]triazolo[1,5-c]pyrimidin-7-yl)benzonitrile